FC(OCCN1CC(N(CC1)C=1SC(=CN1)C(=O)O)COC(F)F)F 2-(4-(2-(difluoromethoxy)ethyl)-2-((difluoromethoxy)methyl)piperazin-1-yl)thiazole-5-carboxylic acid